(2S)-1-[4-(4,4,5,5-tetramethyl-1,3,2-dioxaborolan-2-yl)pyrazol-1-yl]propan-2-ol CC1(OB(OC1(C)C)C=1C=NN(C1)C[C@H](C)O)C